FC1=C(C=C(C=C1)F)C1=NC=NC(=C1NC(=O)C=1C=NC(=NC1)C(C)C)C1C(CCCC1)C(F)(F)F N-(4-(2,5-difluorophenyl)-6-(2-(trifluoromethyl)cyclohexyl)pyrimidin-5-yl)-2-isopropylpyrimidine-5-carboxamide